3-(2-hydroxyethyl)-11,11-dimethyl-16-octyl-13-pentadecyl-10,12,14-trioxa-17,18-dithia-3-aza-11-silaoctacosan-1-ol OCCN(CCO)CCCCCCO[Si](OC(OCC(SSCCCCCCCCCC)CCCCCCCC)CCCCCCCCCCCCCCC)(C)C